NC1=NN=C(S1)N1CC(CC1)C1=CC=C(N=N1)NC(CC1=CC(=CC=C1)OC(F)(F)F)=O N-(6-(1-(5-amino-1,3,4-thiadiazol-2-yl)pyrrolidin-3-yl)pyridazin-3-yl)-2-(3-(trifluoromethoxy)phenyl)acetamide